CC=1N=C(NN1)C(=O)OCC ethyl 5-methyl-2H-1,2,4-triazole-3-carboxylate